BrC=1C=C(/C=C/[Si](C2=CC=CC=C2)(C2=CC=CC=C2)C2=CC=CC=C2)C=CC1 (E)-(3-bromostyryl)triphenylsilane